(S)-3-(3-(6-bromo-7-((1-(ethylsulfonyl)pyrrolidin-3-yl)amino)-1H-imidazo[4,5-b]pyridin-2-yl)-2,5-dimethyl-1H-pyrrol-1-yl)benzamide BrC=1C(=C2C(=NC1)N=C(N2)C2=C(N(C(=C2)C)C=2C=C(C(=O)N)C=CC2)C)N[C@@H]2CN(CC2)S(=O)(=O)CC